(7R*)-3-[(3-chloro-2-methoxyphenyl)amino]-7-{[(2R-5S)-5-[(dimethylamino)methyl]-1,4-dioxan-2-yl]methyl}-2-(3-fluoropyridin-4-yl)-1H,5H,6H,7H-pyrrolo[3,2-c]pyridin-4-one ClC=1C(=C(C=CC1)NC1=C(NC2=C1C(NC[C@H]2C[C@H]2OC[C@@H](OC2)CN(C)C)=O)C2=C(C=NC=C2)F)OC |o1:16|